9-((2R,4R,5S)-4-hydroxy-5-(hydroxymethyl)tetrahydrofuran-2-yl)-2-(isobutylamino)-1,9-dihydro-6H-purin-6-one O[C@@H]1C[C@@H](O[C@H]1CO)N1C=2N=C(NC(C2N=C1)=O)NCC(C)C